N-((4-aminopiperidin-2-yl)methyl)-6-(4-fluorophenyl)-1H-indole-2-carboxamide hydrochloride Cl.NC1CC(NCC1)CNC(=O)C=1NC2=CC(=CC=C2C1)C1=CC=C(C=C1)F